(3S,5S,7S)-3,5,7-trifluoroadamantane-1-carboxylic acid FC12CC3(CC(CC(C1)(C3)F)(C2)F)C(=O)O